allylbis((1,1,1-trifluoro-2-methylpropan-2-yl)oxy)((1,1,1-trifluoropropan-2-yl)oxy)stannane C(C=C)[Sn](OC(C(F)(F)F)C)(OC(C(F)(F)F)(C)C)OC(C(F)(F)F)(C)C